2-methyl-2-[(1-oxo-2-propen-1-yl)amino]-1-propanesulfonate CC(CS(=O)(=O)[O-])(C)NC(C=C)=O